C1(=CC=CC=C1)S(=O)(=O)CCSC=1C=NC=CC1C(=O)NCC=1SC=CC1 3-[2-(Benzenesulfonyl)-ethylsulfanyl]-N-(thiophen-2-yl-methyl)-pyridine-4-carboxylic acid amide